NC1=CC(=NC=C1)C1=CC=CC=C1C(=O)N 4-AminopyridineBenzamide